N-(2-(5-bromo-1H-indol-3-yl)ethyl)acetamide BrC=1C=C2C(=CNC2=CC1)CCNC(C)=O